CNC1CNCC1(C)C N,4,4-Trimethylpyrrolidin-3-amine